C(CCCCC)OC1=CC=C(C=C1)N(C=1C=C2C(C3=C(SC=C3)C2=CC1)(C1=CC=C(C=C1)CCCCCC)C1=CC=C(C=C1)CCCCCC)C1=CC=C(C=C1)OCCCCCC 6-(bis(4-(hexyloxy)phenyl)amino)-4,4-bis(4-hexylphenyl)-4H-indeno[1,2-b]thiophen